7-(4-methoxyphenyl)-N-methyl-1,6-naphthyridin-5-amine COC1=CC=C(C=C1)C=1N=C(C=2C=CC=NC2C1)NC